CC=1SC2=C(N1)C=C(C(=C2)NC=2N=CC1=C(N2)N(C(C=C1C)=O)C1CCOCC1)C 2-((2,5-dimethylbenzo[d]thiazol-6-yl)amino)-5-methyl-8-(tetrahydro-2H-pyran-4-yl)pyrido[2,3-d]pyrimidin-7(8H)-one